N1(CCOCC1)C=1OC2=C(C(C1)=O)C=CC=C2 2-(4-Morpholinyl)-4H-1-benzopyran-4-one